N(=NC(=C(C(=O)[O-])C#N)C(C)(C)C)C(=C(C(=O)[O-])C#N)C(C)(C)C azo-bis(tert-butyl 2-cyanoacrylate)